(3aR,5s,6aS)-N-(6-(2-chloro-5-fluorophenyl)pyridazin-3-yl)-2-(tetrahydro-2H-pyran-3-yl)octahydrocyclopenta[c]pyrrol-5-amine ClC1=C(C=C(C=C1)F)C1=CC=C(N=N1)NC1C[C@@H]2[C@@H](CN(C2)C2COCCC2)C1